N-(4-chloro-2-(isopropylcarbamoyl)-6-methylphenyl)-1-(3-chloropyridin-2-yl)-3-(thietan-3-yloxy)-1H-pyrazole-5-carboxamide ClC1=CC(=C(C(=C1)C)NC(=O)C1=CC(=NN1C1=NC=CC=C1Cl)OC1CSC1)C(NC(C)C)=O